C(=O)OCC1C(CC[C@@H]2C(CCC[C@@]12C)(C)C)=O ((4aR,8aR)-5,5,8a-trimethyl-2-oxodecahydronaphthalen-1-yl)methyl formate